6,12-dibromo-9-oxa-2,4,14-triazatricyclo[8.4.0.0^{3,8}]tetradeca-1(10),3,5,7,11,13-hexaene BrC1=CN=C2NC=3N=CC(=CC3OC2=C1)Br